pentan-3-yl ((4-(3-(sec-butyl)-4-hydroxybenzyl)-3,5-dimethylphenethyl)(phenoxy)phosphoryl)-L-alaninate C(C)(CC)C=1C=C(CC2=C(C=C(CCP(=O)(OC3=CC=CC=C3)N[C@@H](C)C(=O)OC(CC)CC)C=C2C)C)C=CC1O